2-(2-chlorophenyl)-5-(8-methoxy-1,2,3,4-tetrahydronaphthalen-2-yl)-3-(oxetan-3-yl)-4,5,6,7-tetrahydro-3H-imidazo[4,5-c]pyridine ClC1=C(C=CC=C1)C1=NC2=C(CN(CC2)C2CC3=C(C=CC=C3CC2)OC)N1C1COC1